tetra-t-butylgermanium C(C)(C)(C)[Ge](C(C)(C)C)(C(C)(C)C)C(C)(C)C